CN(C1(CC(CCC1)C)CNS(=O)(=O)C1=CC=C(C=C1)OC(F)(F)F)C N-((1-(dimethylamino)-3-methylcyclohexyl)methyl)-4-(trifluoromethoxy)benzenesulfonamide